3-amino-5-(1,1':4',1''-terphenyl-3-yl)benzo[b]furan-2-carboxylate NC=1C2=C(OC1C(=O)[O-])C=CC(=C2)C=2C=C(C=CC2)C2=CC=C(C=C2)C2=CC=CC=C2